C(C=C)(=O)OC1C(CCCC1)Cl 2-chlorocyclohexyl acrylate